2-fluoro-2-methyl-N-(6-(1-methyl-1H-imidazol-5-yl)isoquinolin-3-yl)propanamide FC(C(=O)NC=1N=CC2=CC=C(C=C2C1)C1=CN=CN1C)(C)C